ClC1=CC(=NC=C1)[C@@H]1[C@H](C1)C(=O)NC1=NC=CC(=C1)NCC=1N=C2N(C=C(C=C2)C2CC2)C1 (1S,2S)-2-(4-chloropyridin-2-yl)-N-(4-(((6-cyclopropylimidazo[1,2-a]pyridin-2-yl)methyl)amino)pyridin-2-yl)cyclopropane-1-carboxamide